acryloxymethacryloxyzinc C(C=C)(=O)O[Zn]OC(C(=C)C)=O